OCC1=CN=C(S1)NC1=NC(=C2C=CC=NC2=C1)NC1CC2CCCC(C1)N2C(=O)OC(C)(C)C Tert-butyl (3-exo)-3-((7-((5-(hydroxymethyl) thiazol-2-yl) amino)-1,6-naphthyridin-5-yl) amino)-9-azabicyclo[3.3.1]nonane-9-carboxylate